9-(1-((6-chloro-2-(1-methyl-1H-pyrazol-4-yl)pyridin-3-yl)amino)ethyl)-2-(1-(2,2-difluoroethyl)piperidin-4-yl)-4,7-dimethyl-2,4-dihydro-5H-pyrazolo[3,4-c]isoquinolin-5-one ClC1=CC=C(C(=N1)C=1C=NN(C1)C)NC(C)C=1C=2C=3C(N(C(C2C=C(C1)C)=O)C)=NN(C3)C3CCN(CC3)CC(F)F